N-(2-(trimethylsilyl)ethoxycarbonyloxy)succinimide C[Si](CCOC(=O)ON1C(CCC1=O)=O)(C)C